C(C)OCN1N=C(C=C1C(C(F)(F)F)=O)C(F)(F)F 1-[2-(ethoxymethyl)-5-(trifluoromethyl)pyrazol-3-yl]-2,2,2-trifluoro-ethanone